[Si](C)(C)(C(C)(C)C)OC1(CC(C1)C(=O)[O-])CC 3-((tert-butyldimethylsilyl) oxy)-3-ethylcyclobutane-1-carboxylate